5-((8-((1H-pyrazol-4-yl)amino)imidazo[1,2-a]pyridin-3-yl)ethynyl)-2-fluoro-4-methyl-N-(3-(pyridin-4-yl)-5-(trifluoromethyl)phenyl)benzamide N1N=CC(=C1)NC=1C=2N(C=CC1)C(=CN2)C#CC=2C(=CC(=C(C(=O)NC1=CC(=CC(=C1)C(F)(F)F)C1=CC=NC=C1)C2)F)C